ClCCP(CC)CC.[Au+] gold (i) chloro(triethylphosphine)